N1=C(C=NC=C1)C1=NC=CC(=N1)NS(=O)(=O)C1CC1 N-[2-(pyrazin-2-yl)pyrimidin-4-yl]Cyclopropanesulfonamide